FC1=CC=C(C=C1)C1=NN(C=C1)COCC[Si](C)(C)C 3-(4-fluorophenyl)-1-((2-(trimethylsilyl)ethoxy)methyl)-1H-pyrazole